ClC(=C(F)F)C 2-chloro-1,1-difluoropropene